C(C)(C)(CCC)CC(C(=O)OO)(C)C.C(C(C)(C)C)(=O)OOC(C)(C)CCC t-hexyl peroxypivalate (t-hexyl peroxypivalate)